NC=1C(=NC=CN1)N1C[C@@H](CC1)C=1C=C(C(=O)NC=2C=NC=C(C2)C(F)(F)F)C=CC1C (S)-3-(1-(3-aminopyrazin-2-yl)pyrrolidin-3-yl)-4-methyl-N-(5-(trifluoromethyl)pyridin-3-yl)benzamide